C(CCC)[C@]1(CS(C2=C(N(C1)C1=CC=C(C=C1)OC)C=C(C(=C2)O)SC)(=O)=O)CC (R)-3-butyl-3-ethyl-8-hydroxy-5-(4-methoxyphenyl)-7-(methylsulfanyl)-2,3,4,5-tetrahydro-1,5-benzothiazepine 1,1-dioxide